C1(CCCCC1)/C=C/C=1C(=C(C(=CC1)O)N1CC(NS1(=O)=O)=O)F (E)-5-(3-(2-cyclohexylvinyl)-2-fluoro-6-hydroxyphenyl)-1,2,5-thiadiazolidin-3-one 1,1-dioxide